2-chloro-N-[3-methyl-5-(2-phenylethynyl)-2-pyridyl]-5-(2-methylpyrrolidine-1-carbonyl)benzamide ClC1=C(C(=O)NC2=NC=C(C=C2C)C#CC2=CC=CC=C2)C=C(C=C1)C(=O)N1C(CCC1)C